C[C@H]1NCC2(C1)CCN(CC2)C(=O)OC(C)(C)C tert-butyl (R)-3-methyl-2,8-diazaspiro[4.5]decane-8-carboxylate